nonadecyl icosanoate C(CCCCCCCCCCCCCCCCCCC)(=O)OCCCCCCCCCCCCCCCCCCC